2-chloro-6-(2-chlorophenyl)-8,9-dihydroimidazo[1',2':1,6]pyrido[2,3-d]pyrimidine ClC=1N=CC2=C(N1)N1C(C(=C2)C2=C(C=CC=C2)Cl)=NCC1